C[C@H]1CN(CC2=CC=C(C=C12)OCC1N(CCNC1)C=O)C1=C2C(=NC=C1)N(N=C2)C (21S)-2-[[(4R)-4-methyl-2-(1-methylpyrazolo[3,4-b]pyridin-4-yl)-3,4-dihydro-1H-isoquinolin-6-yl]oxymethyl]piperazine-1-carbaldehyde